5-Ethyl-5-methyl-1,3-dioxan C(C)C1(COCOC1)C